benzotriazol-1-yloxytripyrrolidinophosphonium hexafluorophosphate F[P-](F)(F)(F)(F)F.N1(N=NC2=C1C=CC=C2)O[P+](N2CCCC2)(N2CCCC2)N2CCCC2